CC1=C(C=CC=C1C)C(C)C1=CN=CN1C(=O)NCC=C 5-[1-(2,3-dimethylphenyl)ethyl]-N-(prop-2-en-1-yl)-1H-imidazole-1-carboxamide